2-(2-amino-6-((3-bromo-4-fluorophenyl)amino)-9H-purin-9-yl)-N-(1-ethyl-3-methyl-1H-pyrazol-5-yl)acetamide NC1=NC(=C2N=CN(C2=N1)CC(=O)NC1=CC(=NN1CC)C)NC1=CC(=C(C=C1)F)Br